C(C=C)(=O)OCC(CCCC)CC 2-Ethylhexyl Prop-2-enoate